P(OC1=CC=CC=C1)(OC1=CC=CC=C1)OC1=C(C=CC=C1)CCCCCCCCC Diphenyl nonylphenyl phosphite